(E)-N-(1-(3-((2-(1-Hydroxycyclopropane-1-carbonyl)-2-methylhydrazineylidene)methyl)pyrazin-2-yl)ethyl)-3,5-bis(trifluoromethyl)benzamide OC1(CC1)C(=O)N(\N=C\C=1C(=NC=CN1)C(C)NC(C1=CC(=CC(=C1)C(F)(F)F)C(F)(F)F)=O)C